ClC=1C=C(C=CC1)[C@@H]1[C@H](C1)C=1NC2=CC(=CC=C2C(C1)=O)NCC=1N=C2N(C=C(C=C2N2C(N(C(C2)=O)C)=O)C2CC2)C1 |o1:7,8| (2-(((2-((1S*,2S*)-2-(3-chlorophenyl)cyclopropyl)-4-oxo-1,4-dihydroquinolin-7-yl)amino)methyl)-6-cyclopropylimidazo[1,2-a]pyridin-8-yl)-3-methylimidazolidine-2,4-dione